FC1=C(N)C(=CC(=C1)C=1SC2=C(N1)C=C(C=C2)F)C 2-fluoro-4-(5-fluorobenzothiazol-2-yl)-6-methylaniline